4-[[6-benzyloxy-8-fluoro-7-(1,1,4-trioxo-1,2,5-thiadiazolidin-2-yl)-2-naphthyl]oxy]butanal C(C1=CC=CC=C1)OC=1C=C2C=CC(=CC2=C(C1N1S(NC(C1)=O)(=O)=O)F)OCCCC=O